(benzyloxy)-2-(difluoromethyl)-N-methyl-1-benzothiophene-3-carboxamide C(C1=CC=CC=C1)OC1=CC=CC2=C1C(=C(S2)C(F)F)C(=O)NC